[2-(CYCLOPENTYLOXY)-5-FLUOROPHENYL]BORANEDIOL C1(CCCC1)OC1=C(C=C(C=C1)F)B(O)O